2-acetamido-N-(4,5-dimethylthiazol-2-yl)-5-fluorobenzamide C(C)(=O)NC1=C(C(=O)NC=2SC(=C(N2)C)C)C=C(C=C1)F